[N+]1(=CC=CC=C1)C(=O)N Pyridiniumamide